C1(=CC=CC=C1)/C=C/C(=O)O (E)-3-(phenyl)-acrylic acid